(2S,4S)-1-isobutyl-2-methylpiperidin C(C(C)C)N1[C@H](CCCC1)C